NC=1C=2N(C3=C(N1)N=CC(=C3)C(=O)N(C3COC1=C3C=CC(=C1)C(F)(F)F)C)C=NC2 4-amino-N-methyl-N-(6-(trifluoromethyl)-2,3-dihydrobenzofuran-3-yl)imidazo[1,5-a]pyrido[2,3-e]pyrazine-8-carboxamide